C1(CCCC1)C(CC=O)N1N=CC(=C1)B1OC(C(O1)(C)C)(C)C 3-cyclopentyl-3-(4-(4,4,5,5-tetramethyl-1,3,2-dioxaborolan-2-yl)-1H-pyrazol-1-yl)propionaldehyde